The molecule is a glycosyl glycoside consisting of alpha-D-glucosamine and alpha-D-galactopyranose residues joined by a (1->1) glycosidic bond. It is a glycosyl glycoside derivative and a primary amino compound. It derives from an alpha-D-glucosamine and an alpha-D-galactose. C([C@@H]1[C@H]([C@@H]([C@H]([C@H](O1)O[C@@H]2[C@@H]([C@H]([C@H]([C@H](O2)CO)O)O)O)N)O)O)O